BrC1=CC2=CC=CC=C2C=C1\C=C/[N+]#[C-] (Z)-2-Bromo-3-(2-isocyanovinyl)naphthalene